2'-Chloro-7'-(2-methylcyclopentyl)spiro[cyclopropane-1,5'-pyrrolo[2,3-d]pyrimidin]-6'-one ClC=1N=CC2=C(N1)N(C(C21CC1)=O)C1C(CCC1)C